tert-Butyl (3aR,6aS)-5-[[6-(2,4-dimethylpyrazol-3-yl)pyridazin-3-yl]oxymethyl]-3,3a,4,5,6,6a-hexahydro-1H-cyclopenta[c]pyrrole-2-carboxylate CN1N=CC(=C1C1=CC=C(N=N1)OCC1C[C@@H]2[C@@H](CN(C2)C(=O)OC(C)(C)C)C1)C